3-(((1R)-1-(6-(2-benzyl-5-oxopyrrolidin-1-yl)-4-methylpyridin-2-yl)ethyl)amino)-6-chloropicolinic acid C(C1=CC=CC=C1)C1N(C(CC1)=O)C1=CC(=CC(=N1)[C@@H](C)NC=1C(=NC(=CC1)Cl)C(=O)O)C